FC(/C=C/C(=O)N1[C@H](CN(CC1)C=1C=CC=2N=CN=C(C2N1)NC1=CC(=C(C=C1)OC1=CC2=C(N(N=N2)C)C=C1)C)C)F (S,E)-4,4-difluoro-1-(2-methyl-4-(4-((3-methyl-4-((1-methyl-1H-benzo[d][1,2,3]triazol-5-yl)oxy)phenyl)amino)pyrido[3,2-d]pyrimidin-6-yl)piperazin-1-yl)but-2-en-1-one